perfluorothiopentane FSCCCCC